C(C)(C)(C)C1=NN(C(=C1O)C)COCC[Si](C)(C)C 3-(tert-butyl)-5-methyl-1-((2-(trimethylsilyl)ethoxy)methyl)-1H-pyrazol-4-ol